(S)-2-((6-((4-chloro-2-fluorobenzyl)oxy)-[2,3'-bipyridin]-6'-yl)methyl)-1-(oxetan-2-ylmethyl)-1H-benzo[d]imidazole-6-carboxylic acid ClC1=CC(=C(COC2=CC=CC(=N2)C=2C=NC(=CC2)CC2=NC3=C(N2C[C@H]2OCC2)C=C(C=C3)C(=O)O)C=C1)F